2-methyl-N-[2-(2-oxo-1-imidazolidinyl)ethyl]-2-propenamide CC(C(=O)NCCN1C(NCC1)=O)=C